S1C2=C(C=C1S(=O)(=O)Cl)SC=C2 thieno[3,2-b]thiophene-2-sulfonyl chloride